BrC1=C(C=C(C=C1)N1C(C(CC1)CC1=CC=C(C=C1)Cl)=O)C 10E-1-(4-bromo-3-methylphenyl)-3-(4-chlorobenzyl)pyrrolidin-2-one